1-(4-bromophenyl)-2-Ethyl-1H-benzo[d]imidazole BrC1=CC=C(C=C1)N1C(=NC2=C1C=CC=C2)CC